NC1=NC=CC(=C1Cl)OC1=C(C=C(C=C1)NC(=O)C=1C=NN(C1CC)C1=NC=CC=C1F)F N-(4-((2-amino-3-chloropyridin-4-yl)oxy)-3-fluorophenyl)-5-ethyl-1-(3-fluoropyridin-2-yl)-1H-pyrazole-4-Carboxamide